4-((cyclopropylamino)methyl)-2-(6-(5,5-Dimethyl-6,7-dihydro-5H-pyrrolo[2,1-c][1,2,4]triazol-3-yl)pyridin-2-yl)-6-(isopropyl-(Methyl)amino)-2,3-dihydro-1H-pyrrolo[3,4-c]pyridin-1-one C1(CC1)NCC1=NC(=CC2=C1CN(C2=O)C2=NC(=CC=C2)C=2N1C(=NN2)CCC1(C)C)N(C)C(C)C